6-Chloro-3-trifluoromethyl-[1,2,4]triazolo[4,3-b]pyridazine ClC=1C=CC=2N(N1)C(=NN2)C(F)(F)F